methyl 2-fluoro-5-[3-fluoro-2-methyl-8-(morpholin-4-yl) imidazo[1,2-a]pyridin-6-yl]-4-methylbenzoate FC1=C(C(=O)OC)C=C(C(=C1)C)C=1C=C(C=2N(C1)C(=C(N2)C)F)N2CCOCC2